(R)-2-(3-(6-aminopyridin-2-yl)-4H-1,2,4-triazol-4-yl)propanoic acid NC1=CC=CC(=N1)C1=NN=CN1[C@@H](C(=O)O)C